BrC1=CC=C(COC2=CC3=C(C(=CC(O3)=O)C)C=C2)C=C1 7-((4-bromobenzyl)oxy)-4-methyl-2H-1-benzopyran-2-one